CC(C(=O)O)(C)C1=CC(=CC=C1)N1CCN(CC1)S(=O)(=O)C1=CC=C(C=C1)NC(C1=C(C=CC=C1)N(S(=O)(=O)C)C)=O 2-Methyl-2-(3-(4-((4-(2-(N-methylmethylsulfonamido)benzamido)phenyl)sulfonyl)piperazin-1-yl)phenyl)propanoic acid